(R)-5,7-dimethyl-N2-(1-methylpyrrolidin-3-yl)pyrido[2,3-d]pyrimidine-2,4-diamine CC1=CC(=NC=2N=C(N=C(C21)N)N[C@H]2CN(CC2)C)C